2-Benzylpyrazolo[1,5-a]pyrimidine-6-carboxylic acid ethyl ester C(C)OC(=O)C=1C=NC=2N(C1)N=C(C2)CC2=CC=CC=C2